7-(1-(adamantan-1-ylmethyl)-5-methyl-1H-pyrazol-4-yl)-4-(6-fluoro-5-((4-methoxybenzyl)amino)pyrazin-2-yl)-3,4-dihydro-2H-pyrido[3,2-b][1,4]oxazine-8-carboxylic acid methyl ester COC(=O)C1=C(C=NC2=C1OCCN2C2=NC(=C(N=C2)NCC2=CC=C(C=C2)OC)F)C=2C=NN(C2C)CC21CC3CC(CC(C2)C3)C1